6-trimethylbicyclo[3.1.1]hept-2-ene CC1(C2CC=CC1(C2)C)C